C(C)(C)N(C(O)=O)CCCC.C(CCC)NC(OC#CCI)=O iodopropynyl butylcarbamate (isopropanyl butylcarbamate)